Cl.CN(C(=O)CNC(=O)C1=CC2=C(N(C(=N2)NC=2SC3=C(N2)C=CC(=C3)Cl)CCNC)C=C1)C 2-(6-Chloro-benzothiazol-2-ylamino)-1-(2-methylamino-ethyl)-1H-benzoimidazole-5-carboxylic acid dimethylcarbamoylmethyl-amide hydrochloride